allyloxymethyl-5-[3-(2,2,2-trifluoroacetamido)-allyl]-2'-deoxycytidine C(C=C)OC[C@@]1(C[C@H](O)[C@@H](CO)O1)N1C(=O)N=C(N)C(=C1)CC=CNC(C(F)(F)F)=O